Picen C1=CC=CC2=CC=C3C4=CC=C5C=CC=CC5=C4C=CC3=C21